C(C)(C)(C)OC(NCCCCCCNC(=O)C=1N=C(OC1C=1C=C(C=CC1)C)C1=CC=C(C=C1)C(F)(F)F)=O tert-butyl(6-(5-(m-tolyl)-2-(4-(trifluoromethyl)phenyl)oxazole-4-carboxamido)hexyl)carbamate